6-[6-azaspiro[2.5]octan-6-yl]-5-fluoropyridine-3-carboxylic acid C1CC12CCN(CC2)C2=C(C=C(C=N2)C(=O)O)F